C1(CCC1)N1N=C(C=C1)C=O 1-Cyclobutyl-1H-pyrazole-3-carbaldehyde